α-naphthyl phosphate P(=O)(OC1=CC=CC2=CC=CC=C12)([O-])[O-]